2-azabicyclo[2.2.1]heptan-6-one C12NCC(CC1=O)C2